S1NCCC1 isothiazolidine